1-(1-(4-methoxy-6-((1R,5S)-2-oxo-3-azabicyclo[3.1.0]hexan-3-yl)pyridin-3-yl)ethyl)-1H-pyrazole-4-carboxylic acid, 2,2,2-trifluoroacetate salt FC(C(=O)O)(F)F.COC1=C(C=NC(=C1)N1C([C@@H]2C[C@@H]2C1)=O)C(C)N1N=CC(=C1)C(=O)O